ClC=1C=NN(C1C(=O)NC1=NC=C(C=C1C)C#CC1=CC=C(C=C1)F)[C@@H]1C[C@H](C1)NC(C(C)C)=O 4-chloro-N-(5-((4-fluorophenyl)ethynyl)-3-methylpyridin-2-yl)-1-(trans-3-isobutyramidocyclobutyl)-1H-pyrazole-5-carboxamide